FC1=C(C(=CC=C1)F)C(CC#N)=O 3-(2,6-difluorophenyl)-3-oxo-propanenitrile